N-(5-(4-(4-acryloylpiperazin-1-yl)quinazoline-6-yl)-2-methoxypyridine-3-yl)-5-chlorothiophene-2-sulfonamide C(C=C)(=O)N1CCN(CC1)C1=NC=NC2=CC=C(C=C12)C=1C=C(C(=NC1)OC)NS(=O)(=O)C=1SC(=CC1)Cl